C1=CC=C(C=C1)C(=O)OOC(=O)C2=C3C=C(C=C2)OO3 peroxy benzoate